C1(CC1)N1N=NC(=C1)C([2H])(C=1C(=NC=CC1)F)NC=1C=C2C=C(C=NC2=CC1)C#N 6-(((1-cyclopropyl-1H-1,2,3-triazol-4-yl)(2-fluoropyridin-3-yl)methyl-d)amino)quinoline-3-carbonitrile